4-[(1S)-1-[[1-ethyl-4-[[4-(trifluoromethyl)phenyl]methyl]pyrrolo[2,3-b]pyridine-3-carbonyl]amino]ethyl]benzoic acid C(C)N1C=C(C=2C1=NC=CC2CC2=CC=C(C=C2)C(F)(F)F)C(=O)N[C@@H](C)C2=CC=C(C(=O)O)C=C2